1,6-Bis(methacryloxy-2-ethoxycarbonylamino)-2,4,4-trimethyl-hexan C(C(=C)C)(=O)ON(CC(CC(CCN(C(=O)OCC)OC(C(=C)C)=O)(C)C)C)C(=O)OCC